C1(CC1)SC1=NC=CC(=C1C(=O)OC)C Methyl 2-(cyclopropylsulfanyl)-4-methylpyridine-3-carboxylate